C(C)(=O)N1C(N(CC1)C1=C(C=C(C=C1)Br)Cl)=O 1-acetyl-3-(4-bromo-2-chlorophenyl)imidazolidin-2-one